(S)-((6-(2-methylpyrrolidin-1-yl)pyridin-3-yl)methyl)carbamic acid tert-butyl ester C(C)(C)(C)OC(NCC=1C=NC(=CC1)N1[C@H](CCC1)C)=O